C1(CC1)CN(C1=C(C(=O)NC=2SC(=CN2)CC)C=C(C=N1)S(=O)(=O)N1CCOCC1)C 2-((cyclopropylmethyl)(methyl)amino)-N-(5-ethylthiazol-2-yl)-5-(morpholinosulfonyl)nicotinamide